OCCC1=C(C=2C(C(=C(OC2C=C1O)C1=CC(O)=C(O)C=C1)O)=O)O Hydroxyethylquercetin